(4-benzyl-1,4,7-triazacyclodecane-1,7-diyl)bis[3-hydroxy-2-(hydroxymethyl)propanamide] C(C1=CC=CC=C1)N1CCN(CCCN(CC1)C(C(=O)N)(CO)CO)C(C(=O)N)(CO)CO